C(C)(C)OB(OC(C)C)OC(C)C triisopropyl-boric acid